[2-(methylthio)-7-(trifluoromethyl)-4,5-dihydro-3H-1-benzazepin-4-yl]Carbamic acid tert-butyl ester C(C)(C)(C)OC(NC1CC(=NC2=C(C1)C=C(C=C2)C(F)(F)F)SC)=O